OCCNCCCCCCCC(=O)OC\C=C\CCC (E)-hex-2-en-1-yl 8-((2-hydroxyethyl)amino)octanoate